OC1=CC=C(C=C1)C1=C(C(=NC(=C1C)C1=CC=CC=C1)N)C#N 4-(4-hydroxyphenyl)-5-methyl-6-phenyl-2-amino-3-cyanopyridine